2-(2-(6-((cis)-2,6-dimethylmorpholino)pyridin-2-yl)-1,6-naphthyridin-7-yl)-N-(2-(N,N-dimethylsulfamoyl)ethyl)acetamide C[C@@H]1O[C@@H](CN(C1)C1=CC=CC(=N1)C1=NC2=CC(=NC=C2C=C1)CC(=O)NCCS(N(C)C)(=O)=O)C